C1(CCCCC1)[C@H](C)OC1=C(C(=O)NC2CCOCC2)C=C(C(=C1)N1N=C(N(C1=O)C)CC)F 2-[(1S)-1-cyclohexylethoxy]-4-(3-ethyl-4-methyl-5-oxo-4,5-dihydro-1H-1,2,4-triazol-1-yl)-5-fluoro-N-(oxa-cyclohexan-4-yl)benzamide